tert-Butyl N-[(1S)-1-{[(1S)-1-cyclohexyl-2-{4-[(5,6-difluoro-4-hydroxy-1-methyl-1H-indol-2-yl)carbonyl]piperazin-1-yl}-2-oxoethyl]carbamoyl}ethyl]-N-methylcarbamate C1(CCCCC1)[C@@H](C(=O)N1CCN(CC1)C(=O)C=1N(C2=CC(=C(C(=C2C1)O)F)F)C)NC(=O)[C@H](C)N(C(OC(C)(C)C)=O)C